N-[2-[(2,3-dihydroxypropyl)(2-hydroxyethyl)amino]ethyl]myristoleamide methyl-(3S,6S,10S,10aR)-6-amino-10-methyl-5-oxodecahydropyrrolo[1,2-a]azocine-3-carboxylate COC(=O)[C@@H]1CC[C@H]2N1C([C@H](CCC[C@@H]2C)N)=O.OC(CN(CCNC(CCCCCCC\C=C/CCCC)=O)CCO)CO